C(C1=CC=CC=C1)(=O)OCC(COS(=O)(=O)Cl)(C)C 3-((chlorosulfonyl) oxy)-2,2-dimethylpropyl benzoate